CC1=NC2=CC=CC(=C2C(N1C1C(NC(CC1)=O)=O)=O)OCCCCCCCN1CCN(CC1)C 3-(2-methyl-5-((7-(4-methylpiperazin-1-yl)heptyl)oxy)-4-oxoquinazolin-3(4H)-yl)piperidine-2,6-dione